sodium 3-thio-propanesulfonate CCCS(=O)(=S)[O-].[Na+]